(5R)-5-(4-chloro-2-methylbutanoylamino)-3,3-difluoropiperidine-1-carboxylic acid tert-butyl ester C(C)(C)(C)OC(=O)N1CC(C[C@H](C1)NC(C(CCCl)C)=O)(F)F